cobalt Fumarate C(\C=C\C(=O)[O-])(=O)[O-].[Co+2]